N-((2-nitro-5-(perfluorophenoxy)phenyl)sulfonyl)acetamide [N+](=O)([O-])C1=C(C=C(C=C1)OC1=C(C(=C(C(=C1F)F)F)F)F)S(=O)(=O)NC(C)=O